[Si](C)(C)(C(C)(C)C)OC[C@@H](C(=O)OC)NC(=O)C=1N=C(SC1)C=1CCN(CC1)C(=O)OC(C)(C)C tert-butyl (S)-4-(4-((3-((tert-butyldimethylsilyl)oxy)-1-methoxy-1-oxopropan-2-yl)carbamoyl)thiazol-2-yl)-3,6-dihydropyridine-1(2H)-carboxylate